ClC1=C(C=CC(=C1)Cl)C1(N=CC=N1)C1(N=CC=N1)C1=C(C=C(C=C1)Cl)Cl 2,2'-bis(2,4-dichlorophenyl)-Biimidazole